C(C)N(C(C(=O)OCC(F)(F)F)=O)CC1=C(C=C(C=C1)S(F)(F)(F)(F)F)C 2,2,2-trifluoroethyl 2-[ethyl-[[2-methyl-4-(pentafluoro-sulfanyl)phenyl]methyl]amino]-2-oxo-acetate